C1(=CC=C(C=C1)C#CN1N=CC2=CC(=CC=C12)C=1C=NC=C(C1)CN1CC(CC1)(F)F)C1=CC=CC=C1 ([1,1'-biphenyl]-4-ylethynyl)-5-(5-((3,3-difluoropyrrolidin-1-yl)methyl)pyridin-3-yl)-1H-indazole